FC(C1=CC=C2CCN(CC2=C1)C(=O)OCCCC)(C=1C=NC(=CC1)C(F)(F)F)F butyl 7-[difluoro-[6-(trifluoromethyl)-3-pyridyl]methyl]-3,4-dihydro-1H-isoquinoline-2-carboxylate